(S)-2-(2-fluoro-3-(trifluoromethyl)phenyl)-N-(5-fluoro-6-(4-(2-methyl-1,1-dioxidotetrahydrothiophen-2-yl)-1H-imidazol-1-yl)pyridin-3-yl)acetamide FC1=C(C=CC=C1C(F)(F)F)CC(=O)NC=1C=NC(=C(C1)F)N1C=NC(=C1)[C@]1(S(CCC1)(=O)=O)C